COC(C(CC1CCC(CC1)(F)F)N(C)C(=O)OC(C)(C)C)=O methyl-2-((tert-butoxycarbonyl)(methyl)amino)-3-(4,4-difluorocyclohexyl)propanoate